3-(2-(2-fluorophenyl)-3-methyl-7-oxo-4,7-dihydropyrazolo[1,5-a]pyrimidin-5-yl)benzonitrile FC1=C(C=CC=C1)C1=NN2C(NC(=CC2=O)C=2C=C(C#N)C=CC2)=C1C